benzoic acid (2R,3S,4R,5R)-2-(6-benzoylamino-7-benzoyl-8-oxo-7,8-dihydro-9H-purin-9-yl)-5-((bis(4-methoxyphenyl) (phenyl) methoxy) methyl)-4-hydroxytetrahydrofuran-3-yl ester C(C1=CC=CC=C1)(=O)NC1=C2N(C(N(C2=NC=N1)[C@@H]1O[C@@H]([C@H]([C@@H]1OC(C1=CC=CC=C1)=O)O)COC(C1=CC=CC=C1)(C1=CC=C(C=C1)OC)C1=CC=C(C=C1)OC)=O)C(C1=CC=CC=C1)=O